ClCCN1C(=NC2=C(C1=O)C=NN2C2=CC=C(C=C2)Cl)C=2C=NC(=CC2)OC 5-(2-chloroethyl)-1-(4-chlorophenyl)-6-(6-methoxypyridin-3-yl)-1,5-dihydro-4H-pyrazolo[3,4-d]pyrimidin-4-one